3-(p-iodophenyl)propionic acid IC1=CC=C(C=C1)CCC(=O)O